FC1=C(C(C)O)C(=CC=C1)F 2,6-Difluoro-alpha-methyl-benzyl alcohol